(1-(5-Bromopyridin-2-yl)-4-((dimethylamino)methyl)piperidin-4-yl)carbamic acid tert-butyl ester C(C)(C)(C)OC(NC1(CCN(CC1)C1=NC=C(C=C1)Br)CN(C)C)=O